N=1N=CN2C=NC(=CC21)OC2=C(C=C(C=C2)NC2=NC=NC1=CC=C(C=C21)NC(C(C)=O)=O)C N-(4-((4-([1,2,4]triazolo[4,3-c]pyrimidin-7-yloxy)-3-methylphenyl)amino)quinazolin-6-yl)-2-oxopropanamide